N-(2,4-dichloro-6-(ethanamido)phenyl)-N-methyl-3-bromo-1-(3-chloropyridin-2-yl)-1H-pyrazole-5-carboxamide ClC1=C(C(=CC(=C1)Cl)NC(C)=O)N(C(=O)C1=CC(=NN1C1=NC=CC=C1Cl)Br)C